C(C)(C)(C)OC(=O)N1CC2CCC(C1)C2N(C2=CC(=NC=1N2N=CC1C(C)C)Cl)C(=O)OC(C)(C)C 8-((tert-Butyloxycarbonyl)(5-chloro-3-isopropylpyrazolo[1,5-a]pyrimidin-7-yl)amino)-3-azabicyclo[3.2.1]octane-3-carboxylic acid tert-butyl ester